(9H-fluoren-9-yl)methyl 1,4,7-triazacyclononane-1-carboxylate hydrochloride Cl.N1(CCNCCNCC1)C(=O)OCC1C2=CC=CC=C2C=2C=CC=CC12